3-bromo-6-(2-methylpyridin-4-yl)imidazo[1,2-b]pyridazine BrC1=CN=C2N1N=C(C=C2)C2=CC(=NC=C2)C